8-chloro-2-((2-(trimethylsilyl)ethoxy)methyl)-5-(trimethylstannyl)isoquinolin-1(2H)-one ClC=1C=CC(=C2C=CN(C(C12)=O)COCC[Si](C)(C)C)[Sn](C)(C)C